BrC1=CC=C(C=C1)S(=O)(=O)NC=1C=CC=C2C=CC(=NC12)CN(C)C 4-Bromo-N-(2-((dimethylamino)methyl)quinolin-8-yl)benzenesulfonamide